(S)-7'-diphenylphosphino-7'-amino-1,1'-spirobiindane C1(=CC=CC=C1)P(C1(CC=CC=2CC[C@]3(CCC4=CC=CC=C34)C12)N)C1=CC=CC=C1